BrC1=C2C=NNC2=CC2=C1C(CC2)CCO[Si](C)(C)C(C)(C)C 4-bromo-5-(2-((tert-butyldimethylsilyl)oxy)ethyl)-1,5,6,7-tetrahydrocyclopenta[f]indazole